tert-butyl (2R,6S)-4-(6-(((3-bromo-1-((2-(trimethylsilyl)ethoxy)methyl)-1H-pyrazolo[3,4-b]pyridin-4-yl)amino)methyl)pyridin-2-yl)-2,6-dimethylpiperazine-1-carboxylate BrC1=NN(C2=NC=CC(=C21)NCC2=CC=CC(=N2)N2C[C@H](N([C@H](C2)C)C(=O)OC(C)(C)C)C)COCC[Si](C)(C)C